C(CC(=O)O)CC(=O)[O-] The molecule is a dicarboxylic acid monoanion that is the conjugate base of glutaric acid. It has a role as a human metabolite. It is a dicarboxylic acid monoanion and a glutarate. It is a conjugate base of a glutaric acid. It is a conjugate acid of a glutarate(2-).